C(CC)OC(=O)C1=CC(=NN1C)NC(CCNC(C1=CC(=CC(=C1)C1=NOC(=N1)C)C)=O)=O 1-methyl-3-(3-(3-methyl-5-(5-methyl-1,2,4-oxadiazol-3-yl)benzoylamino)propionylamino)-1H-pyrazole-5-carboxylic acid propyl ester